CC1=C(OC2=C(C=C(C=C2C1=O)C)C(C)NC1=C(C(=O)O)C=CC=C1)C1=CC=C(C=C1)C(=O)N1CCOCC1 2-((1-(3,6-Dimethyl-2-(4-(morpholine-4-carbonyl)phenyl)-4-oxo-4H-chromen-8-yl)ethyl)amino)benzoic acid